2-[[2-(3-methyloxetan-3-yl)acetyl]amino]-4-[2-phenoxyethyl-[4-(5,6,7,8-tetrahydro-1,8-naphthyridin-2-yl)butyl]amino]butanoic acid CC1(COC1)CC(=O)NC(C(=O)O)CCN(CCCCC1=NC=2NCCCC2C=C1)CCOC1=CC=CC=C1